(2R,5S)-5-methyl-2-[1-(1H-pyrazol-3-yl)pyrazol-3-yl]piperidine C[C@H]1CC[C@@H](NC1)C1=NN(C=C1)C1=NNC=C1